5-cyano-2-cyclopropylbenzohydrazide C(#N)C=1C=CC(=C(C(=O)NN)C1)C1CC1